N-(2-cyclopentylethyl)-3-((6-(pyridin-2-ylmethoxy)pyridin-3-yl)amino)benzamide tert-butyl-7-oxo-8-(6-(trifluoromethyl)pyridin-3-yl)-2,8-diazaspiro[4.5]decane-2-carboxylate C(C)(C)(C)OC(=O)N1CC2(CC1)CC(N(CC2)C=2C=NC(=CC2)C(F)(F)F)=O.C2(CCCC2)CCNC(C2=CC(=CC=C2)NC=2C=NC(=CC2)OCC2=NC=CC=C2)=O